Cl.CC(=N)N 1-methyl-formamidine hydrochloride